{1-{1-[3-Fluoro-2-(trifluoromethyl)isonicotinoyl]3,3,4,5,5-pentadeuteropiperidin-4-yl}-3-[4-(7H-pyrrolo[2,3-d]pyrimidin-4-yl)-1H-pyrazol-1-yl]azetidin-3-yl}acetonitrile FC1=C(C(=O)N2CC(C(C(C2)([2H])[2H])([2H])N2CC(C2)(N2N=CC(=C2)C=2C3=C(N=CN2)NC=C3)CC#N)([2H])[2H])C=CN=C1C(F)(F)F